tert-butyl (2S)-2-[4-chloro-5-fluoro-2-(4-ethoxy-4,5-dihydroisoxazol-3-yl)phenoxy]propanoate ClC1=CC(=C(O[C@H](C(=O)OC(C)(C)C)C)C=C1F)C1=NOCC1OCC